2-((1,1-dioxido-2,3-dihydrothiophen-3-yl)carbamoyl)-5-(4-(trifluoromethyl)piperidin-1-yl)pyridine 1-oxide O=S1(CC(C=C1)NC(=O)C1=[N+](C=C(C=C1)N1CCC(CC1)C(F)(F)F)[O-])=O